(R)-4-{2-[4-(2-(2,4-dimethyl-5-oxopiperazin-1-yl)ethoxy)phenyl]quinolin-6-yl}-6-methyl-1-tosyl-1H-pyrrolo[2,3-c]pyridin-7(6H)-one C[C@H]1N(CC(N(C1)C)=O)CCOC1=CC=C(C=C1)C1=NC2=CC=C(C=C2C=C1)C=1C2=C(C(N(C1)C)=O)N(C=C2)S(=O)(=O)C2=CC=C(C)C=C2